C(CC(=O)O)(=O)O.N1CCNCC1 piperazin malonate